OC=1C=C2C=3C(=CC(=CC3C=CC2=CC1C)C)C 6-hydroxy-2,4,7-trimethyl-phenanthrene